OC[C@H](CC)[NH3+] (S)-1-hydroxybutan-2-aminium